CN(C1CC2(CN(C2)C(=O)C=2C=NC=CC2)C1)C=1C2=C(N=CN1)NC=C2 (6-(methyl-(7H-pyrrolo[2,3-d]pyrimidin-4-yl)amino)-2-azaspiro[3.3]heptan-2-yl)(pyridin-3-yl)methanone